1,3-dihydro-2H-imidazole-2-one N1C(NC=C1)=O